6-(2-amino-5-(4-(4-methylpiperazin-1-yl)phenyl)pyridin-3-yl)-8-chloro-3,4-dihydroisoquinolin-1(2H)-one NC1=NC=C(C=C1C=1C=C2CCNC(C2=C(C1)Cl)=O)C1=CC=C(C=C1)N1CCN(CC1)C